Methyl E-3-(3'-Adamantan-1-yl-4'-hydroxybiphenyl-4-yl)acrylate C12(CC3CC(CC(C1)C3)C2)C=2C=C(C=CC2O)C2=CC=C(C=C2)/C=C/C(=O)OC